5-amino-8-bromo-2-((1-methyl-1H-imidazol-2-yl)methyl)-7-phenyl-[1,2,4]triazolo[4,3-c]pyrimidin-3(2H)-one NC1=NC(=C(C=2N1C(N(N2)CC=2N(C=CN2)C)=O)Br)C2=CC=CC=C2